BrC1=CC=C2C(=N1)N(C=C2)C2COC2 6-bromo-1-(oxetan-3-yl)pyrrolo[2,3-b]pyridine